CC(C1=C(C=CC=C1)C=C)C(C1CO1)OC(C1CO1)C(C1=C(C=CC=C1)C=C)C α-methyl-o-vinylbenzylglycidylether